C1NC[C@H]2C1=CCC2 (3aR,4S,6aS)-hexahydrocyclopenta[c]pyrrole